S=C1NN2C(C(N1)=O)=CC=C2 2-thioxo-2,3-dihydropyrrolo[2,1-f][1,2,4]triazin-4(1H)-one